5-(tributylstannyl)pyrimidine C(CCC)[Sn](C=1C=NC=NC1)(CCCC)CCCC